FC1=CNC2=C(C=CC=C12)F 3,7-difluoro-1H-indole